C(C(=C)C)(=O)OCCOC1=CC=C2C(=CC(OC2=C1)=O)C 7-(2-methacryloxyethoxy)-4-methylcoumarin